1-(3-methoxy-3-methyl-azetidin-1-yl)ethanone COC1(CN(C1)C(C)=O)C